2-(bromomethyl)pyridin-4(1H)-one BrCC=1NC=CC(C1)=O